di-tert-butyl-(2',4',6'-triisopropyl-3,4,5,6-tetramethyl-[1,1'-biphenyl]) C(C)(C)(C)C=1C(=C(C(=C(C1C(C)C)C1=CC(=C(C(=C1C)C)C)C)C(C)C)C(C)(C)C)C(C)C